(2S,5R)-2-(N-(2-(1-methyl-1H-imidazol-5-yl) acetyl) carbamimidoyl)-7-oxo-1,6-diazabicyclo[3.2.1]octan-6-yl hydrogen sulfate S(=O)(=O)(ON1[C@@H]2CC[C@H](N(C1=O)C2)C(NC(CC2=CN=CN2C)=O)=N)O